CN(CCNC(=O)C1CCN(CC1)C(C1=C(C=C(C=C1)NC=1C=2N(C=CN1)C(=CN2)C2=CC(=C(C=C2)OC)F)C)=O)C N-[2-(di-methylamino)ethyl]-1-[4-[[3-(3-fluoro-4-methoxyphenyl)imidazo[1,2-a]pyrazin-8-yl]amino]-2-methylbenzoyl]piperidine-4-carboxamide